lithium 2-(1-(2-cyclopropoxypyridin-4-yl)azetidin-3-yl)acetate C1(CC1)OC1=NC=CC(=C1)N1CC(C1)CC(=O)[O-].[Li+]